N1OC(CCO1)N1OC2=CC=C(C=C2O1)NC1CCC(CC1)C=O 4-((2-(2,6-dioxapiperidin-3-yl)-1,3-dioxaisoindol-5-yl)amino)cyclohexane-1-carbaldehyde